C(CCCCCCCCCCC)(=O)OCC(OC(CCCCCCCCCCC)=O)COS(=O)(=O)C1=CC=C(C)C=C1 1,2-dilauroyl-3-p-toluenesulfonyl-glycerol